3-((N-benzyl-benzo[b]thiophene-3-sulfonylamino)ethynyl)-2-(1H-pyrrol-1-yl)benzoic acid methyl ester COC(C1=C(C(=CC=C1)C#CN(CC1=CC=CC=C1)S(=O)(=O)C=1C2=C(SC1)C=CC=C2)N2C=CC=C2)=O